IC1=CC=C(C=C1)NC(=O)N[C@](C)(CC)C(=O)O N-[(4-iodophenyl)carbamoyl]-D-isovaline